FC(S(=O)(=O)[N-]S(=O)(=O)C(F)(F)F)(F)F.[Na+] sodium bis(trifluoromethylsulfonyl)amide salt